2-[4-[5-(2,8-dimethylimidazo[1,2-a]pyridin-6-yl)-6-ethyl-2-pyridinyl]piperazin-1-yl]-5,6,7,8-tetrahydropyrido[3,4-d]pyrimidine CC=1N=C2N(C=C(C=C2C)C=2C=CC(=NC2CC)N2CCN(CC2)C=2N=CC3=C(N2)CNCC3)C1